C1=CC=C(C=2CCCCC3=C(C21)C=CC=C3)O 4-dibenzo-cyclooctanol